(2-bromoethyl)-2-trifluoromethylbenzamide BrCCC=1C(=C(C(=O)N)C=CC1)C(F)(F)F